Phenyl-(3-methoxy-4-(4-methyl-1H-imidazole-1-yl) phenyl) ketone C1(=CC=CC=C1)C(=O)C1=CC(=C(C=C1)N1C=NC(=C1)C)OC